(S)-6-(4-chlorophenyl)-N-(1-(3-fluoro-4-chlorophenyl)ethyl)-2-(1-methyl-1H-pyrazol-4-yl)pyrimidine-4-formamide ClC1=CC=C(C=C1)C1=CC(=NC(=N1)C=1C=NN(C1)C)C(=O)N[C@@H](C)C1=CC(=C(C=C1)Cl)F